COC(COC)O 1,2-dimethoxyethanol